(3S,4S)-4-{[5-(2,4-difluoro-phenyl)-isoxazole-3-carbonyl]-amino}-piperidine-3-carboxylic Acid Methyl Ester hydrochloride Cl.COC(=O)[C@H]1CNCC[C@@H]1NC(=O)C1=NOC(=C1)C1=C(C=C(C=C1)F)F